(9-Fluorenylmethoxycarbonyloxy)-succinimid C1=CC=CC=2C3=CC=CC=C3C(C12)COC(=O)OC1C(=O)NC(C1)=O